N-[1-(Cyanomethyl-carbamoyl)-cyclohexyl]-4-[4-(2-methoxy-ethyl)-piperazin-1-yl]-benzamide C(#N)CNC(=O)C1(CCCCC1)NC(C1=CC=C(C=C1)N1CCN(CC1)CCOC)=O